ClC=1C=C(C(=O)N[C@H](C(=O)/N=C/N(C)C)C)C=C(C1)C(F)(F)F 3-chloro-N-[(2S)-1-{(E)-[(dimethylamino)methylene]amino}-1-oxopropan-2-yl]-5-(trifluoromethyl)benzamide